[Pd+2].COC=1C=C(C(=NC1)C1=NC=C(C=C1)OC)C(=O)O (5,5'-dimethoxycarboxyl-2,2'-bipyridine) palladium (II)